3-(3-Chlorophenyl)pyrrolo[2,3-b]pyrazin ClC=1C=C(C=CC1)C1=CNC=2C(=N1)N=CC2